N1(C(C=CC=C1)=O)C1=CC=NC=C1 2H-[1,4'-bipyridine]-2-one